N-[p-Tolylsulfonyl-(3,4,5-trifluorophenyl)methyl]formamide C1(=CC=C(C=C1)S(=O)(=O)C(NC=O)C1=CC(=C(C(=C1)F)F)F)C